BrC=1N=C2C(=NC1)N(C=C2C2=CC=C(C=C2)C(=O)N2C[C@H](CC2)NC)S(=O)(=O)C2=CC=C(C)C=C2 (S)-(4-(2-bromo-5-tosyl-5H-pyrrolo[2,3-b]pyrazin-7-yl)phenyl)(3-(methylamino)pyrrolidin-1-yl)methanone